N-(4-methoxyphenylethyl)-4-(5-(3-(trifluoromethyl)phenyl)-1H-pyrazol-3-yl)benzamide COC1=CC=C(C=C1)CCNC(C1=CC=C(C=C1)C1=NNC(=C1)C1=CC(=CC=C1)C(F)(F)F)=O